The molecule is a fatty acid methyl ester resulting from the formal condensation of the carboxy group of (+)-pentacycloanammoxic acid with methanol. It is a ladderane, a carbocyclic fatty acid and a fatty acid methyl ester. It derives from an octanoic acid and a (+)-pentacycloanammoxic acid. COC(=O)CCCCCCC[C@H]1C[C@H]2[C@@H]1[C@H]3[C@@H]2[C@H]4[C@@H]3[C@H]5[C@@H]4CC5